1-(benzofuran-7-ylmethyl)-N-(5-fluoro-1H-indol-3-yl)-3,3-dimethyl-2-oxoindoline-6-carboxamide O1C=CC2=C1C(=CC=C2)CN2C(C(C1=CC=C(C=C21)C(=O)NC2=CNC1=CC=C(C=C21)F)(C)C)=O